3-[(3-Chlorophenyl)ethynyl]-5,6-dihydroimidazo[1,5-a]pyrazine-7(8H)-carboxylic acid ethyl ester C(C)OC(=O)N1CC=2N(CC1)C(=NC2)C#CC2=CC(=CC=C2)Cl